(Z)-N'-(3-(3-(3-(Pentafluorosulfaneyl)-5-(trifluoromethyl)phenyl)-1H-1,2,4-triazol-1-yl)acryloyl)cyclopropanecarbohydrazide FS(C=1C=C(C=C(C1)C(F)(F)F)C1=NN(C=N1)\C=C/C(=O)NNC(=O)C1CC1)(F)(F)(F)F